C(C)OCC=1C=C2NC=3C=C(C=CC3C(C2=CC1)(C)C)OCCN1CCOCC1 4-(2-((6-(ethoxymethyl)-9,9-dimethyl-9,10-dihydroacridin-3-yl)oxy)ethyl)morpholine